methyl (R)-3-nitro-6-(pent-4-en-2-yloxy)-5-(trifluoromethyl)pyridine-2-carboxylate [N+](=O)([O-])C=1C(=NC(=C(C1)C(F)(F)F)O[C@H](C)CC=C)C(=O)OC